ClC1=C(C(=CC=C1)F)NC(C1=C(N=C(C(=C1)F)N1N=C(N(C1=O)CC)COC)O[C@H](C(F)(F)F)C)=O (S)-N-(2-Chloro-6-fluorophenyl)-6-(4-ethyl-3-(methoxymethyl)-5-oxo-4,5-dihydro-1H-1,2,4-triazol-1-yl)-5-fluoro-2-((1,1,1-trifluoropropan-2-yl)oxy)nicotinamide